2-amino-N-(4-(trifluoromethyl)phenyl)ethane-1-sulphonamide hydrochloride Cl.NCCS(=O)(=O)NC1=CC=C(C=C1)C(F)(F)F